tetradecyl-dimethyl-glycine C(CCCCCCCCCCCCC)C(N(C)C)C(=O)O